OC1=C(C=CC(=C1)C)S(=O)(=O)N1[C@@H](CCCC1)C(=O)OC methyl (S)-1-((2-hydroxy-4-methylphenyl)sulfonyl)piperidine-2-carboxylate